C(C)(C)(C)N1CCC(CC1)N1C2=C(NC(C1=O)=O)C=CC(=N2)C#N tert-Butyl-4-(6-cyano-2,3-dioxo-2,3-dihydropyrido[2,3-b]pyrazin-4(1H)-yl)piperidine